1-ethyl-1-heptylpyrrolidinium bis(trifluoromethanesulfonyl)imide salt [N-](S(=O)(=O)C(F)(F)F)S(=O)(=O)C(F)(F)F.C(C)[N+]1(CCCC1)CCCCCCC